C(C1=CC=CC=C1)C1N(C(OC1)=O)C([C@@H](CC)[C@@H](O[Si](C)(C)C)C1=CC(=CC=C1)OCC1CCCCC1)=O 4-benzyl-3-((s)-2-((R)-(3-(cyclohexylmethoxy)phenyl)(trimethylsilyloxy)methyl)butanoyl)oxazolidin-2-one